P(OC1=C(C(=C(C=C1)C(C)(C)CC)C1=C(C=C(C=C1)C(C)(C)CC)C(C)(C)CC)C1=C(C=C(C=C1)C(C)(C)CC)C(C)(C)CC)([O-])[O-] bis(2,4-di-tert-pentylphenyl)-4-tert-pentylphenyl phosphite